C1(=CC=CC=C1)C1CCC(CC1)NC(=N)NC(=N)N 1-(4-phenylcyclohexyl)biguanide